2-[3-(6-bromo-5-fluoro-2-pyridyl)imidazo[1,2-a]pyridin-6-yl]-1,1,1-trifluoro-propan-2-ol BrC1=C(C=CC(=N1)C1=CN=C2N1C=C(C=C2)C(C(F)(F)F)(C)O)F